C(C)(C)[C@@H]1N=C(OC1)C1=C(C(=CC=C1)C)NS(=O)(=O)C (S)-N-(2-(4-isopropyl-4,5-dihydrooxazol-2-yl)-6-methylphenyl)methanesulfonamide